(rac)-2'-[6-amino-5-(trifluoromethyl)pyridin-3-yl]-N-[2-(2-chlorophenyl)propan-2-yl]-5',6'-dihydrospiro[pyrrolidine-3,4'-pyrrolo[1,2-b]pyrazole]-1-carboxamide NC1=C(C=C(C=N1)C=1C=C2N(N1)CC[C@]21CN(CC1)C(=O)NC(C)(C)C1=C(C=CC=C1)Cl)C(F)(F)F |r|